CNC=1N=CC(=C2C=C(N=CC12)NC(=O)C1CC1)C=1OC2=C(N1)C=CC=C2CC=2N=COC2 N-(8-(methylamino)-5-(7-(oxazol-4-ylmethyl)benzo[d]oxazol-2-yl)-2,7-naphthyridin-3-yl)cyclopropanecarboxamide